[(4R)-4-ethyl-1-[(5-fluoro-3-pyridyl)-[(1R,2R)-2-[[3-hydroxy-2-(trifluoromethyl)chroman-4-yl]carbamoyl]cyclopropyl]methyl]-4-methyl-6-oxo-hexahydropyrimidin-2-ylidene]ammonium C(C)[C@]1(NC(N(C(C1)=O)C([C@H]1[C@@H](C1)C(NC1C(C(OC2=CC=CC=C12)C(F)(F)F)O)=O)C=1C=NC=C(C1)F)=[NH2+])C